C[C@]12CNC[C@H](CC1)N2C(=O)OC(C)(C)C tert-butyl (1R-5S)-1-methyl-3,8-diazabicyclo[3.2.1]octane-8-carboxylate